(R)-4-((2-(((3,3-difluoro-1-methylcyclobutyl)(3-methylpyridin-2-yl)methyl)amino)-3,4-dioxocyclobut-1-en-1-yl)amino)-3-hydroxy-N,N-dimethylpicolinamide FC1(CC(C1)(C)[C@H](C1=NC=CC=C1C)NC1=C(C(C1=O)=O)NC1=C(C(=NC=C1)C(=O)N(C)C)O)F